BrC1=CC(=C2N(C1=O)C1(CCC(CC1)(F)F)NC2=O)C 6-bromo-4',4'-difluoro-8-methyl-spiro[2H-imidazo[1,5-a]pyridine-3,1'-cyclohexane]-1,5-dione